Cl.CC(C)(O)NCC1=CC(=CC=C1)C=1OC(=NN1)C=1C(=C(C=CC1)C1=CC=CC=C1)C Methyl-(3-(5-(2-methyl-[1,1'-biphenyl]-3-yl)-1,3,4-oxadiazol-2-yl)benzyl)aminoethanol hydrochloride